FC1=CC=C(C=C1)C1=CN=C2N1C=CC1=C2N(C2=CC=CC=C12)C 3-(4-Fluorophenyl)-11-methyl-11H-imidazo[1',2':1,2]pyrido[3,4-b]indole